sodium (3,4-di-tert-butylphenyl) phosphate P(=O)(OC1=CC(=C(C=C1)C(C)(C)C)C(C)(C)C)([O-])[O-].[Na+].[Na+]